NC1=NC=C(C=C1OC1=CC=C(C=C1)NC(=O)NC=1C=C(C=CC1)C)Cl 1-(4-((2-amino-5-chloropyridin-3-yl)oxy)phenyl)-3-(m-tolyl)urea